N-(1-(4,4-difluorocyclohexyl)-1H-indol-5-yl)acrylamide FC1(CCC(CC1)N1C=CC2=CC(=CC=C12)NC(C=C)=O)F